2-bromo-5-p-toluenesulfonyl-5H-pyrrolo[2,3-b]pyrazine BrC=1N=C2C(=NC1)N(C=C2)S(=O)(=O)C2=CC=C(C)C=C2